C(C)(C)(C)C1=NC2=CC=CC=C2C12C(N(C1=CC=C(C=C21)F)C)=O 2-(tert-Butyl)-5'-fluoro-1'-methylspiro[indole-3,3'-indolin]-2'-one